AminoPotassium N[K]